OC1=C(C(N(C=C1)C)=O)NC(N[C@@H](CC(=O)OCC)C1=CC=C(C=C1)OC1=C(C=CC=C1)C)=O ethyl (S)-3-(3-(4-hydroxy-1-methyl-2-oxo-1,2-dihydropyridin-3-yl)ureido)-3-(4-(o-tolyloxy) phenyl)propanoate